3-(4-((8-((4-fluorophenyl)amino)octyl)thio)-1-oxoisoindolin-2-yl)piperidine-2,6-dione FC1=CC=C(C=C1)NCCCCCCCCSC1=C2CN(C(C2=CC=C1)=O)C1C(NC(CC1)=O)=O